N-[4-(5-Benzyl-1,2,4-oxadiazol-3-yl)phenyl]-3-[(1,1-dioxo-1,4-thiazinan-4-yl)methyl]benzamide C(C1=CC=CC=C1)C1=NC(=NO1)C1=CC=C(C=C1)NC(C1=CC(=CC=C1)CN1CCS(CC1)(=O)=O)=O